1-oxo-3,5-dioxothiomorpholine O=S1CC(NC(C1)=O)=O